C(C)N1C(C(=CCC1)C1=CC=2C(=NC=CC2NC=2C(=CC3=C(N=CS3)C2)F)S1)C N-(2-(1-ethyl-2-methyl-1,2,5,6-tetrahydropyridin-3-yl)thieno[2,3-b]pyridin-4-yl)-6-fluorobenzo[d]thiazol-5-amine